(6,7-dimethoxy-3,4-dihydro-isoquinolin-2(1H)-yl)(3-nitrophenyl)methanone COC=1C=C2CCN(CC2=CC1OC)C(=O)C1=CC(=CC=C1)[N+](=O)[O-]